C(C)(=O)C1=CC=C(C=C1)C(C=CC1=CC(=C(C=C1)O)OC)=O 1-(4-Acetylphenyl)-3-(4-hydroxy-3-methoxyphenyl)prop-2-en-1-one